[Cu+].FC(S(=O)(=O)O)(F)F trifluoromethanesulfonic acid copper (I)